BrC1=CC(=NC=C1)C=1OC(=NN1)C 2-(4-bromo-2-pyridinyl)-5-methyl-1,3,4-oxadiazole